C1(CCC1)C=1C(=NN(C1C1=CC=C(C=C1)F)C)NC(=O)C1CC(C1)C(F)(F)F (1S,3S)-N-(4-cyclobutyl-5-(4-fluorophenyl)-1-methyl-1H-pyrazol-3-yl)-3-(trifluoromethyl)cyclobutane-1-carboxamide